Ethyl-1-methylpyrazole-3-carboxylate C(C)OC(=O)C1=NN(C=C1)C